N-((1r,4r)-4-((7-cyano-1-methyl-1H-indol-4-yl)oxy)cyclohexyl)pyridazine-3-carboxamide C(#N)C=1C=CC(=C2C=CN(C12)C)OC1CCC(CC1)NC(=O)C=1N=NC=CC1